3-methyl-7-((1r,4r)-4-(thiazol-2-yl)cyclohexyl)pyrido[2,3-b]pyrazin-6(5H)-one CC1=CN=C2C(=N1)NC(C(=C2)C2CCC(CC2)C=2SC=CN2)=O